3-(N-hexadecyl-N-2-hydroxyethyl-amino)propylbis(2-hydroxyethyl)ammonium dihydrofluoride F.F.C(CCCCCCCCCCCCCCC)N(CCO)CCC[NH+](CCO)CCO